N,2-dimethylpyridine-4-amine CNC1=CC(=NC=C1)C